5-methoxy-6-(3-(1-methyl-1H-pyrazol-3-yl)phenyl)-2-morpholinopyrimidin-4-yl-1-methylpiperazin-2-one COC=1C(=NC(=NC1C1=CC(=CC=C1)C1=NN(C=C1)C)N1CCOCC1)C1C(N(CCN1)C)=O